NC=1C=2N(C=CN1)C(=NC2C)[C@@H](C)C=2C(=C(C(=C(C2)Cl)F)C(=O)N2CC1(C2)COCC1)OC(C)C (S)-(3-(1-(8-amino-1-methylimidazo[1,5-a]pyrazin-3-yl)ethyl)-5-chloro-6-fluoro-2-isopropoxyphenyl)(6-oxa-2-azaspiro[3.4]oct-2-yl)methanone